CN1[C@H](CCC1)OC(C=C)=O ((2S)-1-methylpyrrolidin-2-yl)prop-2-enoate